NC1=CC=C(C(=O)OCCCCOC(C2=CC=C(C=C2)N)=O)C=C1 butylene 1,4-bis(4-aminobenzoate)